O[C@H]1CN(C[C@H]1OC)CC1=CCNC=C1 4-(((3S,4R)-3-hydroxy-4-methoxypyrrolidin-1-yl)methyl)-1H-pyridine